C(C)(C)(C)OC(=O)N1CC2=C(CC1)N(C(=N2)C(NC2=C(C(=CC=C2)B2OC(C(O2)(C)C)(C)C)Cl)=O)C 2-[(2-chloro-3-(tetramethyl-1,3,2-dioxaborolan-2-yl)phenyl)carbamoyl]-1-methyl-1h,4h,5h,6h,7h-imidazo[4,5-c]Pyridine-5-carboxylic acid tert-butyl ester